(2R)-2-[2-[(1s,4s)-4-([3-[(tert-butoxycarbonyl)amino]piperidin-2-yl]methoxy)cyclohexyl]phenoxy]propanoic acid C(C)(C)(C)OC(=O)NC1C(NCCC1)COC1CCC(CC1)C1=C(O[C@@H](C(=O)O)C)C=CC=C1